C1(CC1)C=1N=NN(C1)[C@H](C(=O)N1[C@@H](C[C@H](C1)O)C(=O)NCCCN1C(C2=CC=CC=C2C=C1)=O)C(C)(C)C (2S,4R)-1-[(2S)-2-(4-cyclopropyltriazol-1-yl)-3,3-dimethyl-butanoyl]-4-hydroxy-N-[3-(1-oxo-2-isoquinolyl)propyl]pyrrolidine-2-carboxamide